N-(3-ethylbenzyl)-4-(5-methyl-2-((1-methyl-1H-pyrazol-5-yl)amino)pyrimidin-4-yl)oxazole-2-carboxamide C(C)C=1C=C(CNC(=O)C=2OC=C(N2)C2=NC(=NC=C2C)NC2=CC=NN2C)C=CC1